(2S,3R)-2-(allylamino)-3-methylpent-4-enoic acid methyl ester COC([C@H]([C@@H](C=C)C)NCC=C)=O